[1,1-biphenyl]-4,4'-diamine C1(=CC=C(C=C1)N)C1=CC=C(C=C1)N